(Phenylmethylene)(tricyclohexylphosphine) ruthenium [Ru].C1(=CC=CC=C1)C=C1C(CCCC1)P(C1CCCCC1)C1CCCCC1